N-[3-(p-toluenesulfonyloxy)phenyl]-N'-[3-(methanesulfonyloxy)phenyl]urea CC1=CC=C(C=C1)S(=O)(=O)OC=1C=C(C=CC1)NC(=O)NC1=CC(=CC=C1)OS(=O)(=O)C